2-((2s,4r)-2-((S)-1-(tert-butoxycarbonyl)pyrrolidin-2-yl)-5-chloro-6-fluoro-2-phenyl-2,3-dihydrobenzofuran-4-yl)-3-fluoro-4-(2-hydroxyethoxy)benzoic acid C(C)(C)(C)OC(=O)N1[C@@H](CCC1)[C@@]1(OC2=C(C1)C(=C(C(=C2)F)Cl)C2=C(C(=O)O)C=CC(=C2F)OCCO)C2=CC=CC=C2